1-(4-((3-chloro-1H-pyrrolo[2,3-b]pyridin-4-yl)oxy)-2-fluorophenyl)-3-(4-((4-cyclopropylpiperazin-1-yl)methyl)-3-(trifluoromethyl)phenyl)urea ClC1=CNC2=NC=CC(=C21)OC2=CC(=C(C=C2)NC(=O)NC2=CC(=C(C=C2)CN2CCN(CC2)C2CC2)C(F)(F)F)F